1-(5-bromoisoindolin-2-yl)-3-hydroxy-3-methylbutan-1-one BrC=1C=C2CN(CC2=CC1)C(CC(C)(C)O)=O